CC1=CC(N(C=2N=C(N=CC21)NC=2C=NC(=CC2C)C2=CC(=NS2)C)C2CCOCC2)=O 5-methyl-2-((4-methyl-6-(3-methylisothiazol-5-yl)pyridin-3-yl)amino)-8-(tetrahydro-2H-pyran-4-yl)pyrido[2,3-d]pyrimidin-7(8H)-one